acetoacetyl-L-alanyl-D-isoglutamine C(CC(=O)C)(=O)N[C@@H](C)C(=O)N[C@H](CCC(=O)O)C(N)=O